[4,8-bis(4-tert-butylphenyl)-2-methyl-1,5,6,7-tetrahydro-s-indacen-1-yl][6-tert-butyl-4-(3,5-dimethylphenyl)-5-methoxy-2-methyl-1H-inden-1-yl]Dimethylsilane C(C)(C)(C)C1=CC=C(C=C1)C1=C2C=C(C(C2=C(C=2CCCC12)C1=CC=C(C=C1)C(C)(C)C)[Si](C)(C)C1C(=CC2=C(C(=C(C=C12)C(C)(C)C)OC)C1=CC(=CC(=C1)C)C)C)C